(S)-(6-chloro-4-methylpyridin-3-yl)(cyclopropyl)(imino)-λ6-sulfanone ClC1=CC(=C(C=N1)[S@](=O)(=N)C1CC1)C